ClC=1C2=C(C(=NC=3OC[C@@H]4[C@@H]5CC[C@H](CN4C(=NC1C)C23)N5)C5=CC(=CC2=CC=C(C(=C52)C#C)F)O)F 4-[(4R,7S,8S)-16-chloro-14-fluoro-17-methyl-10-oxa-2,12,18,20-tetrazapentacyclo[9.7.1.14,7.02,8.015,19]icosa-1(18),11(19),12,14,16-pentaen-13-yl]-5-ethynyl-6-fluoro-naphthalen-2-ol